FC=1C=C(C=C(C1)F)[C@@H]1CC[C@H]2OC3(C(N21)=O)CCN(CC3)C3=NC=C(C=N3)OC (5'S,7a'R)-5'-(3,5-difluorophenyl)-1-(5-methoxypyrimidin-2-yl)tetrahydro-3'H-spiro[piperidine-4,2'-pyrrolo[2,1-b][1,3]oxazol]-3'-one